2,5-dimethylpiperazine diphosphate OP(O)(=O)OP(=O)(O)O.CC1NCC(NC1)C